ClC1=C2C(=CNC2=C(C=C1)NS(=O)(=O)C=1C=NN(C1)CS(=O)(=O)C)C#N N-(4-chloro-3-cyano-1H-indol-7-yl)-1-(methylsulfonylmethyl)pyrazole-4-sulfonamide